6-{1,5-dimethyl-4-[methyl-(phenyl)carbamoyl]-1H-pyrrol-2-yl}-7-{[(3R)-3-methyl-3,4-dihydroisoquinolin-2(1H)-yl]carbonyl}-N-phenyl-3,4-dihydroisoquinoline-2(1H)-carboxamide CN1C(=CC(=C1C)C(N(C1=CC=CC=C1)C)=O)C=1C=C2CCN(CC2=CC1C(=O)N1CC2=CC=CC=C2C[C@H]1C)C(=O)NC1=CC=CC=C1